C1=CC=CC=2C3=CC=CC=C3N(C12)C1=CC(=CC(=C1)N1C2=CC=CC=C2C=2C=CC=CC12)N1C2=CC=CC=C2C=2C=CC=CC12 1,3,5-tri(9H-carbazole-9-yl)benzene